N-((3R,4S)-4-((7-(2-fluoro-3,5-dimethoxy-phenyl)-5-(((tetrahydrofuran-2-yl)methyl)amino)-2,6-naphthyridin-3-yl)amino)tetrahydrofuran-3-yl)acrylamide FC1=C(C=C(C=C1OC)OC)C1=NC(=C2C=C(N=CC2=C1)N[C@H]1[C@H](COC1)NC(C=C)=O)NCC1OCCC1